FC=1C=C(C=CC1F)C1=C(C(=NC2=CC(=CC=C12)O)NCC1(CC1)C(=O)O)C(C)C 1-[[[4-(3,4-difluorophenyl)-7-hydroxy-3-isopropyl-2-quinolyl]amino]methyl]cyclopropanecarboxylic acid